C(=CCCCCCCC)C1=CC(=CC=C1O)O 6-(non-1-en-1-yl)benzene-1,4-diol